tert-butyl 2-oxo-3-(3-oxo-4H-pyrazino[2,3-b][1,4]oxazin-6-yl)-1-oxa-3,8-diazaspiro[4.5]decane-8-carboxylate O=C1OC2(CN1C1=NC3=C(OCC(N3)=O)N=C1)CCN(CC2)C(=O)OC(C)(C)C